N-[([2-chloro-6-[(3R)-3-methylmorpholin-4-yl]pyrimidin-4-yl]methyl)(methyl)oxo-lambda6-sulfanylidene]-2,2,2-trifluoroacetamide ClC1=NC(=CC(=N1)CS(=NC(C(F)(F)F)=O)(=O)C)N1[C@@H](COCC1)C